N(=[N+]=[N-])[C@](C)(CC)C1=CN=C(C2=CN=C(C=C12)Cl)O[C@H](C)C[C@@H](C)SC 4-((R)-2-azidobutan-2-yl)-6-chloro-1-(((2R,4R)-4-(methylthio)pentan-2-yl)oxy)-2,7-naphthyridine